CNC1=NC(=NC2=C(NN=C12)C=1C=NN(C1)C)Cl N-methyl[5-chloro-3-(1-methyl-4-pyrazolyl)-2H-1,2,4,6-tetraazainden-7-yl]amine